biphenyl thioacrylate C(C=C)(=S)O.C1(=CC=CC=C1)C1=CC=CC=C1